ClC1=NC=NC(=C1OC)OCC(F)(F)F 4-chloro-5-methoxy-6-(2,2,2-trifluoroethoxy)pyrimidine